C1OCC12CN(C2)C=2SC=C(N2)CO (2-(2-oxa-6-azaspiro[3.3]heptan-6-yl)thiazol-4-yl)methanol